C(C)(C)(C)OC(=O)N1C(CC(C1)(C(=O)O)CO)(C(=O)O)CO 1-(tert-butoxycarbonyl)-2,4-bis(hydroxymethyl)pyrrolidine-2,4-dicarboxylic Acid